γ-propyltrimethoxysilane CCC[Si](OC)(OC)OC